C(C=C)OCCCCO 4-hydroxybutyl allyl ether